bromo-pentane BrCCCCC